ClC=1C(=CC=C2CCN(CC12)C(=O)OC(C)(C)C)OCC1=C(C=C(C=C1)C#N)F Tert-butyl 8-chloro-7-((4-cyano-2-fluorobenzyl) oxy)-3,4-dihydroisoquinoline-2(1H)-carboxylate